3-(4-(methylsulfanyl)-1-oxoisoindolin-2-yl)piperidine-2,6-dione CSC1=C2CN(C(C2=CC=C1)=O)C1C(NC(CC1)=O)=O